OC[C@]1(COC2=C1C=C(C=C2C(=O)NC)C(=O)NC)C2=CC=CC=C2 |o1:2| (S*)-3-(hydroxymethyl)-N5,N7-dimethyl-3-phenyl-2,3-dihydrobenzofuran-5,7-dicarboxamide